(S)-N-(5-(3,4-dimethylpiperazin-1-yl)pyrazin-2-yl)-6-ethoxy-2-methyl-2H-indazole-5-carboxamide formate C(=O)O.C[C@H]1CN(CCN1C)C=1N=CC(=NC1)NC(=O)C1=CC2=CN(N=C2C=C1OCC)C